N1CCC(C=C1)C(=O)N 1,2,3,4-tetrahydropyridine-4-carboxamide